4-(6-fluoropyridin-3-yl)pyrazolo[1,5-a]Pyridine-3-carbonitrile FC1=CC=C(C=N1)C=1C=2N(C=CC1)N=CC2C#N